CSC=1NC(/C(/N1)=C/C=1C=C2C=CN=CC2=CC1)=O (4Z)-2-methylsulfanyl-4-(6-isoquinolylmethylene)-1H-imidazol-5-one